tert-Butyl ((1S,9S)-9-ethyl-5-fluoro-4-methyl-10,13-dioxo-9-((phosphonooxy)methoxy)-2,3,9,10,13,15-hexahydro-1H,12H-benzo[de]pyrano[3',4':6,7]indolizino[1,2-b]quinolin-1-yl)carbamate C(C)[C@]1(C(OCC=2C(N3CC=4C(=NC=5C=C(C(=C6C5C4[C@H](CC6)NC(OC(C)(C)C)=O)C)F)C3=CC21)=O)=O)OCOP(=O)(O)O